COC=1C(=C(C=C(C1)OC)\C=C\C1=CC=CC=C1)C1C=C(CCC1C(C)C)C 3,5-dimethoxy-2-[(3'R-4'R)-p-menthenyl]-trans-stilbene